4-[2-amino-5-(4-fluorophenyl)-3-pyridyl]-2-methoxy-phenol NC1=NC=C(C=C1C1=CC(=C(C=C1)O)OC)C1=CC=C(C=C1)F